COC=1C=2N(C=C(C1)C1=CC3=C(N(C(N3)=O)[C@H]3CN(CCC3)C(=O)OC(C)(C)C)C=C1C(F)(F)F)N=CN2 tert-butyl (R)-3-(5-(8-methoxy-[1,2,4]triazolo[1,5-a]pyridin-6-yl)-2-oxo-6-(trifluoromethyl)-2,3-dihydro-1H-benzo[d]imidazol-1-yl)piperidine-1-carboxylate